NC=1C=2N(C=CN1)C(=NC2C(C2=C(C=C(C=C2)NC2=CC=CC=C2)F)=O)[C@H]2N(CCC2)C(C#CC)=O (S)-1-(2-(8-amino-1-(2-fluoro-4-anilinobenzoyl)imidazo[1,5-a]pyrazin-3-yl)pyrrolidin-1-yl)but-2-yn-1-one